6-oxo-1-(2-pyridinyl)pyridazine-3-carboxamide O=C1C=CC(=NN1C1=NC=CC=C1)C(=O)N